N1C=C(C2C1N=CC=C2)C2=C1C=NC(C1=C(C=C2)C2=NC1=C(N2)C=CC(=C1)N1C2CN(CC1CC2)C)=O 4-(3a,7a-dihydro-1H-pyrrolo[2,3-b]pyridin-3-yl)-7-(5-(3-methyl-3,8-diazabicyclo[3.2.1]octane-8-yl)-1H-benzo[d]imidazol-2-yl)isoindol-1-one